C1(CC1)COCC1=C(C=CC=C1)C=1C(=CC=CC1)S(=O)(=O)NC1=NOC(=C1C)C 2'-((cyclopropylmethoxy)methyl)-N-(4,5-dimethylisoxazol-3-yl)-[1,1'-biphenyl]-2-sulfonylamine